N-((1R,3S)-3-hydroxy-3-methyl-2-oxo-1-(4-(trifluoromethyl)phenyl)cyclohexyl)propanamide O[C@@]1(C([C@@](CCC1)(C1=CC=C(C=C1)C(F)(F)F)NC(CC)=O)=O)C